C(C)(C)(C)C1=CC=C(C=C1)N1C2=CC=CC=C2C=2C(=C(C(=C(C12)C(C1=CC=CC=C1)(C1=CC=CC=C1)C1=CC=CC=C1)C(C1=CC=CC=C1)(C1=CC=CC=C1)C1=CC=CC=C1)C(C1=CC=CC=C1)(C1=CC=CC=C1)C1=CC=CC=C1)C(C1=CC=CC=C1)(C1=CC=CC=C1)C1=CC=CC=C1 9-(4-t-butylphenyl)-3,4-ditrityl-(ditrityl)-9H-carbazole